6-chloro-4-(1-(methylsulfonyl)hexa-hydropyrrolo[3,4-b]pyrrol-5(1H)-yl)-1H-indazole ClC1=CC(=C2C=NNC2=C1)N1CC2N(CCC2C1)S(=O)(=O)C